ClC1=CC(=C(C=C1)C1(OCC1)C)F 2-(4-chloro-2-fluorophenyl)-2-methyl-oxetane